FC=1C=C(C(=O)NCC2=NC=C3C=CC(=NC3=C2)C2=NC(=CC=C2)N2CCC(CC2)C(C)(C)O)C=C(C1)S(=O)(=O)C 3-fluoro-N-((2-(6-(4-(2-hydroxypropan-2-yl)piperidin-1-yl)pyridin-2-yl)-1,6-naphthyridin-7-yl)methyl)-5-(methylsulfonyl)benzamide